N1(CCNCC1)C1=C(C(=O)N)C=CC=C1 piperazin-1-yl-benzamide